isopropyl (R)-2-amino-4,4-dimethyl-2-(4-(3-(trifluoromethyl)-5,6-dihydro-[1,2,4]triazolo[4,3-a]pyrazin-7(8H)-yl)phenyl)pentanoate N[C@](C(=O)OC(C)C)(CC(C)(C)C)C1=CC=C(C=C1)N1CC=2N(CC1)C(=NN2)C(F)(F)F